BrC=1C=NN(C1)C1CCS(CC1)=NC(C(F)(F)F)=O N-[4-(4-bromopyrazol-1-yl)thian-1-ylidene]-2,2,2-trifluoro-acetamide